COC1=CC=C(C=C1)C1=NN2C(CN(CC2)C(C=C)=O)=C1C1=CC=NC=C1 1-[2-(4-methoxyphenyl)-3-(pyridin-4-yl)-6,7-dihydropyrazolo[1,5-a]pyrazin-5(4H)-yl]prop-2-en-1-one